bis(2-ethoxyfluorene) acrylate C(C=C)(=O)O.C(C)OC1=CC=2CC3=CC=CC=C3C2C=C1.C(C)OC1=CC=2CC3=CC=CC=C3C2C=C1